C(C(C(C=O)O)O)O tetrose